5'-chloro-4'-fluoro-10'-methyl-2'-(methylthio)-8'H,10'H-7'-oxa-1',3',6',10'-tetraazaspiro[cyclobutane-1,9'-cyclohepta[de]naphthalen] ClC1=C(C=2N=C(N=C3C2C(=N1)OCC1(N3C)CCC1)SC)F